CN([C@H]1[C@@H](CN(C1)C(=O)OC(C)(C)C)C(=O)OCC)[C@H](C)C1=CC=CC=C1 1-(tert-butyl) 3-ethyl (3R,4S)-4-(methyl((R)-1-phenylethyl) amino)pyrrolidine-1,3-dicarboxylate